P(O)(=O)(OP(=O)(O)OP(=O)(O)O)OC[C@@H]1[C@H]([C@H]([C@@](O1)(N1C=NC=2C(N)=NC=NC12)CCCCCCN=[N+]=[N-])O)O.CC1=C(C(=C(C(=C1CC1=CC(=C(C(=C1)C(C)(C)C)O)C(C)(C)C)C)CC1=CC(=C(C(=C1)C(C)(C)C)O)C(C)(C)C)C)CC1=CC(=C(C(=C1)C(C)(C)C)O)C(C)(C)C 1,3,5-trimethyl-2,4,6-tris(3,5-di-t-butyl-4-hydroxybenzyl)benzene (6-Azidohexyl)-adenosine-5'-triphosphate